FC1(CCN(CC1)C1=NOC2=C1C=C(C=C2)N)F 3-(4,4-difluoropiperidin-1-yl)benzo[d]isoxazole-5-amine